13-tetradecenyltrichlorosilane C(CCCCCCCCCCCC=C)[Si](Cl)(Cl)Cl